trimethoxypropyl-aminosilane COC(CC[SiH2]N)(OC)OC